C1(=CCC1)P(O)(=O)C1CCCC1 Cyclobutenyl-cyclopentyl-phosphinic acid